3-butene-1-thiol C(CC=C)S